N-(3-bromo-2-methylphenyl)-7-isopropyl-5,6,7,8-tetrahydro-2,7-naphthyridine-3-carboxamide BrC=1C(=C(C=CC1)NC(=O)C=1N=CC=2CN(CCC2C1)C(C)C)C